FC(C(=O)O)(F)F.NC=1C=2N(C=C(N1)C(F)(F)F)C(=CN2)C=2C=C(C=CC2C([2H])([2H])[2H])C(C(F)(F)F)(C(C)O)O 2-(3-(8-Amino-6-(trifluoromethyl)imidazo[1,2-a]pyrazin-3-yl)-4-(methyl-d3)phenyl)-1,1,1-trifluorobutane-2,3-diol trifluoroacetate salt